3-methoxybenzoylamino-pyrrolidin-3-yl-piperazine-1-carboxylic acid benzyl ester C(C1=CC=CC=C1)OC(=O)N1C(CNCC1)(C1CNCC1)NC(C1=CC(=CC=C1)OC)=O